ClCC1=CC=CC=2OC3=CC=CC=C3C3(C12)OC(C1=CC=CC=C13)=O (chloromethyl)-3H-spiro[isobenzofuran-1,9'-xanthen]-3-one